1-Chloro-2-(2-(2-fluoroethoxy)ethoxy)ethane ClCCOCCOCCF